C(#N)C1=C(C=CC(=N1)[C@@H]1CC[C@H](CC1)CN(C(=O)[C@@H]1CC[C@H](CC1)CC(=O)O)C1=NC=CC(=C1)C=1C=NN(C1)C(C)C)OC 2-(trans-4-(((trans-4-(6-Cyano-5-methoxypyridin-2-yl)cyclohexyl)-methyl)(4-(1-isopropyl-1H-pyrazol-4-yl)pyridin-2-yl)carbamoyl)cyclohexyl)acetic acid